1-chloro-N,N,2-trimethylprop-1-en-1-ylamine ClC(=C(C)C)N(C)C